CN1N=CC2=C1C=CC=C2 1-methylbenzopyrazole